C(C)(C)(C)[Si](OC)(OC)CCC tert-butyl-n-propyl-dimethoxysilane